FC(C)(F)C1(CC1)C(=O)NC(C#CC1=CC=CC2=C1COCCN2C2=NC=1N(C3=CC=CC(=C23)F)C(=NN1)C)(C)C 1-(1,1-Difluoroethyl)-N-[3-[1-(6-fluoro-1-methyl-[1,2,4]triazolo[4,3-a]quinazolin-5-yl)-3,5-dihydro-2H-4,1-benzoxazepin-6-yl]-1,1-dimethyl-prop-2-ynyl]cyclopropanecarboxamide